N,N-dimethylthiocarbamic chloride CN(C(=S)Cl)C